4-chloro-2,6-dimethylindan-1-ol ClC1=C2CC(C(C2=CC(=C1)C)O)C